4-(2-(2-chloro-6-(2-(3-methylbenzylidene)hydrazinyl)-9H-purin-9-yl)acetyl)benzonitrile ClC1=NC(=C2N=CN(C2=N1)CC(=O)C1=CC=C(C#N)C=C1)NN=CC1=CC(=CC=C1)C